C(C)NC(=O)N1CCC2(C=3N(CCC2)N=C(C3)C=3C=C2C(=NC3)NN=C2)CC1 N-ethyl-2'-(1H-pyrazolo[3,4-b]pyridin-5-yl)-6',7'-dihydro-5'H-spiro[piperidine-4,4'-pyrazolo[1,5-a]pyridine]-1-carboxamide